ClCC1=CC=C(C=C1)C(C=CC1=CC=C(C=C1)C=CC(=O)NOC1OCCCC1)=O 3-[4-[3-[4-(Chloromethyl)phenyl]-3-oxoprop-1-enyl]phenyl]-N-(oxan-2-yloxy)prop-2-enamide